2,5-dimethyl-1,1-dioxo-3,4-dihydro-1,2,5-benzothiadiazepin-8-amine CN1S(C2=C(N(CC1)C)C=CC(=C2)N)(=O)=O